6-ethyl-5-[ethyl(methyl)amino]-3-[3-[2-[[2-(methylamino)acetyl]amino]ethyl]anilino]pyrazine-2-carboxamide dihydrochloride Cl.Cl.C(C)C1=C(N=C(C(=N1)C(=O)N)NC1=CC(=CC=C1)CCNC(CNC)=O)N(C)CC